FC=1C=C(CN2C(=NC(=C2)N)C(F)(F)F)C=C(C1)F 1-(3,5-difluorobenzyl)-2-(trifluoromethyl)-1H-imidazol-4-amine